ClC=1C=NC=C(C1C(C)OC=1C=C2C(=NN(C2=CC1)C1OCCCC1)C(=O)NC=1C=NC(=CC1)N=S(=O)(C)C)Cl 5-(1-(3,5-Dichloropyridin-4-yl)ethoxy)-N-(6-((dimethyl(oxo)-λ6-sulfaneylidene)amino)pyridin-3-yl)-1-(tetrahydro-2H-pyran-2-yl)-1H-indazole-3-carboxamide